N-((R)-(4,5-dichloro-2-hydroxyphenyl)(1-((R)-1-methylpyrrolidine-3-carbonyl)piperidin-4-yl)methyl)-2-methylpropane-2-sulfinamide ClC1=CC(=C(C=C1Cl)[C@H](NS(=O)C(C)(C)C)C1CCN(CC1)C(=O)[C@H]1CN(CC1)C)O